ClC1=CC=C(C=N1)COC1=C(C=C(C=C1)CNCCC1=CC(=C(C=C1)OC)OC)OC N-[[4-[(6-chloropyridin-3-yl)methoxy]-3-methoxyphenyl]methyl]-2-(3,4-dimethoxyphenyl)ethanamine